Methyl α-aminoisobutyrate hydrochloride Cl.NC(C(=O)OC)(C)C